BrC1=C(C=CC=C1C(=O)O)C(=O)O 2-bromobenzene-1,3-dicarboxylic acid